methyl ((4-((tert-butyldimethylsilyl)oxy)-1-((3',5'-dichloro-5-((6-(piperazin-1-yl)pyridin-3-yl)oxy)-[1,1'-biphenyl]-3-yl)methyl)piperidin-4-yl)methyl)carbamate [Si](C)(C)(C(C)(C)C)OC1(CCN(CC1)CC=1C=C(C=C(C1)OC=1C=NC(=CC1)N1CCNCC1)C1=CC(=CC(=C1)Cl)Cl)CNC(OC)=O